(2R,3S,4R,5S,6R)-2-(Hydroxymethyl)-6-[4-[(2R,3S,4R,5S,6R)-3,4,5-trihydroxy-6-(hydroxymethyl)tetrahydropyran-2-yl]phenyl]tetrahydropyran-3,4,5-triol OC[C@H]1O[C@@H]([C@H]([C@H]([C@@H]1O)O)O)C1=CC=C(C=C1)[C@H]1O[C@@H]([C@H]([C@@H]([C@@H]1O)O)O)CO